tert-Butyl 3,5-difluoro-4-(3-(6-(piperazin-1-yl)pyridin-3-yl)-1-((2-(trimethylsilyl)ethoxy)methyl)-1H-pyrazolo[4,3-d]pyrimidin-5-yl)benzyl(methyl)carbamate FC=1C=C(CN(C(OC(C)(C)C)=O)C)C=C(C1C=1N=CC2=C(N1)C(=NN2COCC[Si](C)(C)C)C=2C=NC(=CC2)N2CCNCC2)F